C(CCCCCCCCCCCCC)Br.[Mg] Magnesium (tetradecyl) bromide